ClC1=C(C(=CC=C1)F)N1N=C(C(=C1)NC1=CC=C(C=C1)N1N=C(C=C1)C)C(=O)N 1-(2-chloro-6-fluorophenyl)-4-((4-(3-methyl-1H-pyrazol-1-yl)phenyl)amino)-1H-pyrazole-3-carboxamide